NC1=C(C(=NN1C1CC1)C1=CC=C(C=C1)CNC(C1=C(C=CC=C1)OC)=O)C#N N-[[4-(5-amino-4-cyano-1-cyclopropyl-pyrazol-3-yl)phenyl]methyl]-2-methoxy-benzamide